tert-Butyl 3-[(4-fluoroanilino)methyl]-2-oxoazepane-1-carboxylate FC1=CC=C(NCC2C(N(CCCC2)C(=O)OC(C)(C)C)=O)C=C1